C(C)(C)(C)NS(=O)(=O)C1=C(C=CC(=C1)OC)C1=CN=C(S1)[C@@H]1CC[C@H](CC1)NC(OC(C)C)=O isopropyl (trans-4-(5-(2-(N-(tert-butyl)sulfamoyl)-4-methoxy phenyl)thiazol-2-yl)cyclohexyl)carbamate